N-(5-(2-(3,3-dimethylazetidin-1-yl)acetamido)-2-methylpyridin-3-yl)-6-(2-(hydroxymethyl)thiazol-5-yl)-[1,2,3]triazolo[1,5-a]pyridine-3-carboxamide CC1(CN(C1)CC(=O)NC=1C=C(C(=NC1)C)NC(=O)C=1N=NN2C1C=CC(=C2)C2=CN=C(S2)CO)C